3-(4-((pyrrolidine-1-carbonyl)oxy)phenyl)propanoic acid N1(CCCC1)C(=O)OC1=CC=C(C=C1)CCC(=O)O